6-chloro-5-(5-(2,6-difluorophenyl)-4-methyl-4H-1,2,4-triazol-3-yl)quinoline ClC=1C(=C2C=CC=NC2=CC1)C1=NN=C(N1C)C1=C(C=CC=C1F)F